dimethyl-2,5-furandicarboxylate CC=1C(=C(OC1C(=O)[O-])C(=O)[O-])C